FC=1C=CC(=C(C1)C1=CC(=C(S1)C(=O)N[C@@H]1CN(CCC1)C(=O)OCCCC)NC(=O)N)OC butyl (S)-3-(5-(5-fluoro-2-methoxyphenyl)-3-ureidothiophene-2-carboxamido)piperidine-1-carboxylate